4-cyano-N-[2-(3-cyanophenyl)-3-(2,6-dimethyl-4-pyridinyl)pyrazolo[1,5-a]pyrimidin-5-yl]-4-methyl-piperidine-1-carboxamide C(#N)C1(CCN(CC1)C(=O)NC1=NC=2N(C=C1)N=C(C2C2=CC(=NC(=C2)C)C)C2=CC(=CC=C2)C#N)C